tert-butyl (3S)-3-(methylamino)piperidine-1-carboxylate CN[C@@H]1CN(CCC1)C(=O)OC(C)(C)C